2-(6-((2,6-dimethyl-piperidin-4-yl)oxy)pyridazin-3-yl)-5-(1H-pyrazol-1-yl)phenol CC1NC(CC(C1)OC1=CC=C(N=N1)C1=C(C=C(C=C1)N1N=CC=C1)O)C